C1(CCCCC1)P(C1=C(C=CC=C1)C=1C(=CC=CC1N(C)C)N(C)C)C1CCCCC1 2'-(Dicyclohexylphosphanyl)-N2,N2,N6,N6-tetramethyl[1,1'-biphenyl]-2,6-diamine